3-(6-O-ethoxycarbonyl-β-D-glucopyranosyloxy)-1-isopropyl-4-[(4-methoxyphenyl)methyl]-5-methylpyrazole C(C)OC(=O)OC[C@@H]1[C@H]([C@@H]([C@H]([C@@H](O1)OC1=NN(C(=C1CC1=CC=C(C=C1)OC)C)C(C)C)O)O)O